CS(=O)(=O)C1CCC(CC1)NC1=NC=CC=N1 2-(((1r,4r)-4-(methylsulfonyl)cyclohexyl)amino)pyrimidin